Cl.NCOC(=O)C1CCC1 cyclobutanecarboxylic acid-1-amino-methyl ester hydrochloride salt